(9,9-dimethyl-9H-fluoren-2-yl)-9,9'-spirobifluorene-2-amine CC1(C2=CC=CC=C2C=2C=CC(=CC12)C1=C(C=CC=2C3=CC=CC=C3C3(C12)C1=CC=CC=C1C=1C=CC=CC13)N)C